C(CCCCCCCCCCCCC)[B]CCCCCCCCCCCCCC dimyristyl-boron